N-hexyltriphenylurea C(CCCCC)N(C(=O)N(C1=CC=CC=C1)C1=CC=CC=C1)C1=CC=CC=C1